2-hexyl-1,3-dioxan-5-ol C(CCCCC)C1OCC(CO1)O